N[C@@H]1[C@@H](OCC12CCN(CC2)C=2N=CC(=NC2)SC=2C(=C1C(N(C=NC1=CC2)CC2=CC(=NC=C2)C#N)=O)Cl)C 4-((6-((5-((3S,4S)-4-amino-3-methyl-2-oxa-8-azaspiro[4.5]decan-8-yl)pyrazin-2-yl)thio)-5-chloro-4-oxoquinazoline-3(4H)-yl)methyl)picolinonitrile